(4-aminobenzenesulfonyl)-8-oxa-2,3-diazaspiro[4.5]dec-3-ene-2-carboxamide NC1=CC=C(C=C1)S(=O)(=O)C1N(N=CC12CCOCC2)C(=O)N